CN1N=C(C=C1)C(=O)NCC1=NOC(=N1)C=1N(C2=CC=CC(=C2C1)NC1CCN(CC1)C)CC(F)(F)F 1-methyl-N-[(5-{4-[(1-methylpiperidin-4-yl)amino]-1-(2,2,2-trifluoroethyl)-1H-indol-2-yl}-1,2,4-oxadiazol-3-yl)methyl]-1H-pyrazole-3-carboxamide